N-[1-[4-cyano-2-(2-pyridyl)pyrazol-3-yl]ethyl]-N-(cyclopropylmethyl)-3,5-bis(trifluoromethyl)benzamide C(#N)C1=C(N(N=C1)C1=NC=CC=C1)C(C)N(C(C1=CC(=CC(=C1)C(F)(F)F)C(F)(F)F)=O)CC1CC1